2-(((3-(2,3-dimethoxyphenyl)-1H-1,2,4-triazol-5-yl)thio)methyl)-pyridine COC1=C(C=CC=C1OC)C1=NNC(=N1)SCC1=NC=CC=C1